FC1=C(C=CC(=C1)F)NC(=O)C1CC1 N-(2,4-difluorophenyl)cyclopropylcarboxamide